C(C)(C)(C)OC(=O)N1[C@@](CCC1)(C)C=O.ClC(C1=NC(=NO1)C1=CC=C(C=C1)C(COCCOC)=O)(F)F 1-(4-(5-(chlorodifluoromethyl)-1,2,4-oxadiazol-3-yl)phenyl)-2-(2-methoxyethoxy)ethan-1-one (R)-tert-butyl-2-formyl-2-methylpyrrolidine-1-carboxylate